C(=C)C=1C=C2CNC(C2=CC1)=O 5-vinylisoindolin-1-one